C(C)(C)NC=1N=CC2=C(N1)NC=C2C2=CC=C1C(=N2)N(C(=N1)C)C(C)C N-isopropyl-5-(3-isopropyl-2-methyl-3H-imidazo[4,5-b]pyridin-5-yl)-7H-pyrrolo[2,3-d]pyrimidin-2-amine